N1N=CC(=C1)C=1C=C(C(=O)NC=2N(C=C(N2)CCC(=O)O)C2=CC=CC=C2)C=CC1 3-(2-(3-(1H-pyrazol-4-yl)benzoylamino)-1-phenyl-1H-imidazol-4-yl)propionic acid